C(CCCCCCCCCCCCCCC)N1[C@@H](C[C@@H](O)C1)C(=O)O hexadecylhydroxyproline